2-hydroxypropyl ethanesulfonate C(C)S(=O)(=O)OCC(C)O